(2S,4S)-tert-butyl 4-((tert-butyldimethylsilyl)oxy)-2-((3,4-difluorophenyl)carbamoyl)-pyrrolidine-1-carboxylate [Si](C)(C)(C(C)(C)C)O[C@H]1C[C@H](N(C1)C(=O)OC(C)(C)C)C(NC1=CC(=C(C=C1)F)F)=O